ClC1=NN2C(N=CC(=C2C(C)C)NC2=CC=C(C=C2)[C@@H](C(F)(F)F)N(C(=O)C2CCS(CC2)(=O)=O)C)=N1 N-[(1S)-1-(4-{[2-chloro-7-(propan-2-yl)-[1,2,4]triazolo[1,5-a]pyrimidin-6-yl]amino}phenyl)-2,2,2-trifluoroethyl]-N-methyl-1,1-dioxo-1λ6-thiane-4-carboxamide